O=C(NC(COC(CSCC(NCC(CCC(=O)O)=O)=O)=O)C1=CC=CC=C1)C1=CC=CC=C1 1,6,10,13-tetraoxo-1,3-diphenyl-5-oxa-8-thia-2,11-diazahexadecane-16-oic acid